chromium-nickel-zinc telluride [Te-2].[Zn+2].[Ni+2].[Cr+3]